3-(4-((4-chlorobenzyl)oxy)-3-methoxyphenyl)acrolein ClC1=CC=C(COC2=C(C=C(C=C2)C=CC=O)OC)C=C1